C(CC1=CC=CC=C1)OC1=NC=CC(=C1)B1OC(C(O1)(C)C)(C)C 2-phenethoxy-4-(4,4,5,5-tetramethyl-1,3,2-dioxaborolan-2-yl)pyridine